C(#N)C1=CC(=C(C2=C1N(N=N2)C)C)/C=C/C(=O)OCC Ethyl (2E)-3-(7-cyano-1,4-dimethyl-1H-benzotriazol-5-yl)prop-2-enoate